ClC=1C(=NC(=NC1)N[C@H]1[C@@H](COCC1)OC)C1=CC2=C(N=C3N2CCCN3C)C(=C1)F 5-chloro-4-(9-fluoro-1-methyl-1,2,3,4-tetrahydrobenzo[4,5]imidazo[1,2-a]pyrimidin-7-yl)-N-((3S,4R)-3-methoxytetrahydro-2H-pyran-4-yl)pyrimidin-2-amine